1,4-dihydropyrimidinium [NH2+]1C=NCC=C1